(5R,8S)-N-(4-(trifluoromethyl)phenyl)-6,7,8,9-tetrahydro-5H-5,8-epiminocyclohepta-[d]pyrimidine-10-carboxamide FC(C1=CC=C(C=C1)NC(=O)N1[C@@H]2CC[C@H]1CC=1N=CN=CC12)(F)F